C(C)C1N(C(C(=C1)O)=O)C[C@@H]1OCCCC1 |r| ethyl-4-hydroxy-1-{[(±)-oxan-2-yl]methyl}-5-oxo-2,5-dihydro-1H-pyrrole